NC=1C=2N(C=CN1)C(=NC2C2=C(C=C(C=C2)C(NC2=NC=CC(=C2)C(F)(F)F)=O)OCC)C21CC(C(CC2=O)(CC1)C(=O)O)=O 4-[8-amino-1-(2-ethoxy-4-{[4-(trifluoromethyl)pyridin-2-yl]carbamoyl}phenyl)imidazo[1,5-a]pyrazin-3-yl]-2,5-dioxobicyclo[2.2.2]octane-1-carboxylic acid